Potassium [cis-3-[(4-chlorophenyl)sulfonyl]-3-(2,5-difluorophenyl)cyclobutyl][(trifluoromethyl)sulfonyl]azanide ClC1=CC=C(C=C1)S(=O)(=O)C1(CC(C1)[N-]S(=O)(=O)C(F)(F)F)C1=C(C=CC(=C1)F)F.[K+]